N-((5-phenylpyridin-2-yl)methyl)cyclopropanamine C1(=CC=CC=C1)C=1C=CC(=NC1)CNC1CC1